7-Methylheptacosane CC(CCCCCC)CCCCCCCCCCCCCCCCCCCC